CC1=C(C=C(N)C=C1)C=1C(=NOC1)C 4-methyl-3-(3-methylisoxazol-4-yl)aniline